benzeneSulphonic Acid C1(=CC=CC=C1)S(=O)(=O)O